BrC=1C=C(C(N(C1)C)=O)NC1=CC=C(C=N1)N1CCN(CC1)C(=O)OCCCC Butyl 4-(6-(5-Bromo-1-methyl-2-oxo-1,2-dihydropyridin-3-ylamino)pyridine-3-yl)piperazine-1-carboxylate